ClC1=CC2=C(N(C(N=C2N2[C@H](CN(CC2)C(=O)[O-])C)=O)C=2C(=NC=CC2C)C(C)C)N=C1C1=C2C=NNC2=CC=C1C (3S)-4-(6-chloro-1-(2-isopropyl-4-methylpyridin-3-yl)-7-(5-methyl-1H-indazol-4-yl)-2-oxo-1,2-dihydropyrido[2,3-d]pyrimidin-4-yl)-3-methylpiperazine-1-carboxylate